C(C1=CC=CC=C1)OC1=CC=C(C=C1)C[C@@H]([C@@H](CN(S(=O)(=O)C1=CC2=C(OCO2)C=C1)CC(CC)CC)O)NC(OC(C)(C)C)=O tert-butyl ((2S,3R)-1-(4-(benzyloxy)phenyl)-4-(N-(2-ethylbutyl)benzo[d][1,3]dioxole-5-sulfonamido)-3-hydroxybutan-2-yl)carbamate